3,7-dimethyloctan-1,6-dien-3-yl acetate C(C)(=O)OC(C=C)(CCC=C(C)C)C